ClC=1N=C(N2C1C(=CC(=C2)S(=O)(=O)Cl)Cl)C=2SC(=NN2)C(F)F 1,8-dichloro-3-(5-(difluoromethyl)-1,3,4-thiadiazol-2-yl)imidazo[1,5-a]pyridine-6-sulfonyl chloride